(R)-2-(3-(3-chloro-4-fluorophenyl)-1-(1-(1-oxo-1,2-dihydroisoquinolin-4-yl)ethyl)ureido)-N,N-dimethylacetamide ClC=1C=C(C=CC1F)NC(N([C@H](C)C1=CNC(C2=CC=CC=C12)=O)CC(=O)N(C)C)=O